1-[6-(1-methyl-1H-pyrazol-4-yl)-4-oxo-3,4-dihydro-2H-quinolin-1-yl]-isoquinoline-3-carboxylate CN1N=CC(=C1)C=1C=C2C(CCN(C2=CC1)C1=NC(=CC2=CC=CC=C12)C(=O)[O-])=O